1-(3-bromo-4-fluorophenyl)-3-(trifluoromethyl)-1,4,5,6-tetrahydro-7H-indazol-7-one BrC=1C=C(C=CC1F)N1N=C(C=2CCCC(C12)=O)C(F)(F)F